C(C)N(CCC1=CNC2=CC(=CC=C12)OC(CCC)=O)CCC.C(CCCCCCCCCCC)NC1=CC=CC=C1 lauryl-aniline 3-(2-(ethyl-(propyl)amino)ethyl)-1H-indol-6-yl-butyrate